3-(N-(4-bromophenyl)sulfamoyl)-N-(1,2,3,4-tetrahydronaphthalen-1-yl)benzamide BrC1=CC=C(C=C1)NS(=O)(=O)C=1C=C(C(=O)NC2CCCC3=CC=CC=C23)C=CC1